FC(CN1N=CC=2C1=NC(=CN2)N2CCC1(CCN(C1)C1=NC=C(C(=C1)C(F)(F)F)F)CC2)F 8-(1-(2,2-difluoroethyl)-1H-pyrazolo[3,4-b]pyrazin-6-yl)-2-(5-fluoro-4-(trifluoromethyl)pyridin-2-yl)-2,8-diazaspiro[4.5]decane